(4S)-4-amino-4,5-dihydrofuran-2-carboxylic acid methyl ester COC(=O)C=1OC[C@H](C1)N